N1=C(C=CC=C1)C=1N=C2N(C=CC=C2)C1 2-(PYRIDIN-2-YL)IMIDAZO[1,2-A]PYRIDINE